(S)-N-(7-((3-hydroxyoxetan-3-yl)ethynyl)-5-methyl-4-oxo-2,3,4,5-tetrahydrobenzo[b][1,4]oxazepin-3-yl)-4-((6-methylpyridin-3-yl)methyl)pyridineamide OC1(COC1)C#CC1=CC2=C(OC[C@@H](C(N2C)=O)NC(=O)C2=NC=CC(=C2)CC=2C=NC(=CC2)C)C=C1